N-(2-(4-((R)-4-cyclopropyl-3-methylpiperazine-1-yl)piperidine-1-yl)-5-((6-((R)-3-(2,3-difluorophenyl)isoxazolidine-2-yl)pyrimidine-4-yl)amino)-4-methoxyphenyl)acrylamide C1(CC1)N1[C@@H](CN(CC1)C1CCN(CC1)C1=C(C=C(C(=C1)OC)NC1=NC=NC(=C1)N1OCC[C@@H]1C1=C(C(=CC=C1)F)F)NC(C=C)=O)C